FC1(CCC(CC1)NC(=O)C1=CC2=C(N=C(S2)C2CCNCC2)C=C1)F N-(4,4-difluorocyclohexyl)-2-(piperidin-4-yl)benzo[d]thiazole-6-carboxamide